eicosanoic anhydride C(CCCCCCCCCCCCCCCCCCC)(=O)OC(CCCCCCCCCCCCCCCCCCC)=O